5,5-bis(bromomethyl)-2-oxo-1,3,2-dioxaphosphorinane BrCC1(COP(OC1)=O)CBr